N1=NN=C(C=C1)NC(=C(C1=C(C(=CC=C1)S(=O)(=O)O)S(=O)(=O)O)NC1=NN=NC=C1)C1=CC=CC=C1 bis-triazinylaminostilbene-disulfonic acid